OC1(CC(C1)C(=O)N1CC2(C1)CCC(CC2)C2=CC=CC=1N2C=CN1)C ((1s,3s)-3-Hydroxy-3-methylcyclobutyl)(7-(imidazo[1,2-a]pyridin-5-yl)-2-azaspiro[3.5]nonan-2-yl)methanon